1-(2-Chlorophenyl)-3-[1-(4-methoxyphenyl)-5-oxopyrrolidin-3-yl]thiourea ClC1=C(C=CC=C1)NC(=S)NC1CN(C(C1)=O)C1=CC=C(C=C1)OC